NC1=NC(=C2N=CN(C2=N1)[C@H]1C=C[C@H](C1)CO)NC ((1s,4r)-4-(2-amino-6-(methylamino)-9H-purin-9-yl)cyclopent-2-en-1-yl)methanol